7-(cyclopropylmethylene)-N-[4-fluoro-3-(trifluoromethyl)phenyl]bicyclo[2.2.1]heptane-2-carboxamide C1(CC1)C=C1C2C(CC1CC2)C(=O)NC2=CC(=C(C=C2)F)C(F)(F)F